C1(CC(=O)OCO1)=O N-methylene malonate